CC1=NC(=CC(=C1)C=1NC2=CC=C(C=C2C1C(C)C)C1CCN(CC1)CC(=O)N(C)C)C 2-(4-(2-(2,6-dimethylpyridin-4-yl)-3-isopropyl-1H-indol-5-yl)piperidin-1-yl)-N,N-dimethylacetamide